1-amino-N-cyclopropyl-5-isopropyl-8-oxo-5,6,7,8-tetrahydropyrimido[5'',4'':4',5']pyrrolo[2',3':5,6][1,3]diazepino[1,7-a]indole-11-carboxamide NC1=NC=NC2=C1C1=C(CNC(N3C1=CC=1C=CC(=CC31)C(=O)NC3CC3)=O)N2C(C)C